4-(2,2,2-trifluoroethyl)aniline cyclohexane-phosphate P(=O)(O)(O)O.C1CCCCC1.FC(CC1=CC=C(N)C=C1)(F)F